8-methoxy-N,1,1,3,3-pentamethyl-7-(3-(pyrrolidin-1-yl)propoxy)-1,3-dihydrofuro[3,4-c]quinolin-4-amine COC1=CC=2C3=C(C(=NC2C=C1OCCCN1CCCC1)NC)C(OC3(C)C)(C)C